{8-[(2-Methylbiphenyl-3-yl)amino]quinolin-3-yl}methanol CC1=C(C=CC=C1NC=1C=CC=C2C=C(C=NC12)CO)C1=CC=CC=C1